divinyl-2,2'-biphenol C(=C)C=1C(=C(C(=CC1)O)C=1C(=CC=CC1)O)C=C